(3-aminocyclobutyl) 4-[[4-[[2-(6-methyl-2-pyridyl)pyrimidin-4-yl]amino]pyrimidin-2-yl]amino]thiophene-2-carboxylate CC1=CC=CC(=N1)C1=NC=CC(=N1)NC1=NC(=NC=C1)NC=1C=C(SC1)C(=O)OC1CC(C1)N